C(C1=CC=CC=C1)OC1=C(C(=C(C(=O)O)C=C1C1CC1)F)[N+](=O)[O-] 4-(benzyloxy)-5-cyclopropyl-2-fluoro-3-nitrobenzoic acid